1-(3-(3,6-difluoro-9H-carbazol-9-yl)-2-hydroxypropyl)-3,3-difluoropiperidin-2-one FC=1C=CC=2N(C3=CC=C(C=C3C2C1)F)CC(CN1C(C(CCC1)(F)F)=O)O